OC1=C(C(N(C1=O)C)C(F)(F)F)C(=O)OCC ethyl 4-hydroxy-1-methyl-5-oxo-2-(trifluoromethyl)-2,5-dihydro-1H-pyrrole-3-carboxylate